NC1CCN(CC1)C1=NC(=C(C=2CN(CCC12)CC1=CC=CC=C1)C#N)Cl 1-(4-aminopiperidin-1-yl)-6-benzyl-3-chloro-5,6,7,8-tetrahydro-2,6-naphthyridine-4-carbonitrile